N-[(E)-3-[3-[(SR)-[1-[(4aR,8aS)-3-oxo-4,4a,5,7,8,8a-hexahydropyrido[4,3-b][1,4]oxazine-6-carbonyl]-4-piperidinyl]-phenyl-methyl]phenyl]allyl]carbamic acid tert-butyl ester C(C)(C)(C)OC(NC\C=C\C1=CC(=CC=C1)[C@H](C1=CC=CC=C1)C1CCN(CC1)C(=O)N1C[C@@H]2[C@@H](OCC(N2)=O)CC1)=O |&1:16|